6-(3,4-difluoro-benzoyl)-4,4-dimethyl-1,4,5,6-tetrahydro-pyrrolo[2,3-d]azepin-2,8-dicarboxylic acid dimethyl ester COC(=O)C1=CC2=C(C(=CN(CC2(C)C)C(C2=CC(=C(C=C2)F)F)=O)C(=O)OC)N1